4,4,4-trifluorobutyric acid ethyl ester C(C)OC(CCC(F)(F)F)=O